FC(C1=CC=C(C=C1)N1C[C@@H](CC2=NC=CC=C12)CNC(C([2H])([2H])[2H])=O)(F)F (S)-N-((1-(4-(trifluoromethyl)phenyl)-1,2,3,4-tetrahydro-1,5-naphthyridin-3-yl)methyl)acetamide-2,2,2-d3